5-chloro-2-(4-fluoro-2-(methoxy-d3)phenoxy)-N-(6-oxo-1,6-dihydropyridazin-4-yl)-4-(trifluoromethyl)benzamide ClC=1C(=CC(=C(C(=O)NC=2C=NNC(C2)=O)C1)OC1=C(C=C(C=C1)F)OC([2H])([2H])[2H])C(F)(F)F